C(=O)C1=CC=C2CCCN(C2=N1)C(=O)NC1=NC=C(C(=C1)OC(C)C)C=1OC2=C(C1)C=CC(=C2)OC 7-formyl-N-(4-isopropoxy-5-(6-methoxybenzofuran-2-yl)pyridin-2-yl)-3,4-dihydro-1,8-naphthyridine-1(2H)-carboxamide